COC=1C=C2C(=C3C(=NC2=CC1OC)CCCCC3)NC3CCN(CC3)CCC#N 3-[4-({2,3-dimethoxy-6H,7H,8H,9H,10H-cyclohepta[b]quinolin-11-yl}amino)piperidin-1-yl]propanenitrile